1,3,3,4,4,5,5,6,6-nonafluoro-2-(1,1,1,3,4,4,5,5,5-nonafluoro-2,3-bis(trifluoromethyl)pent-2-yl)cyclohex-1-ene FC1=C(C(C(C(C1(F)F)(F)F)(F)F)(F)F)C(C(F)(F)F)(C(C(C(F)(F)F)(F)F)(C(F)(F)F)F)C(F)(F)F